CC=1N=C(C2=C(N1)CCC2)NC=2C(=NNC2)C(=O)NC2=CC=C(C=C2)CN2CCOCC2 4-((2-methyl-6,7-dihydro-5H-cyclopenta[d]pyrimidin-4-yl)amino)-N-(4-(morpholinomethyl)phenyl)-1H-pyrazole-3-carboxamide